COC=1C=C(C=NC1OC)NC(C)=O N-(5,6-dimethoxypyridin-3-yl)acetamide